C(=O)(O)CN1CCN(CCN(CC(N(CC1)CC(=O)[O-])CC1=CC=C(C=C1)OCC)CC(=O)[O-])CC(=O)[O-] 2,2',2''-[10-(carboxymethyl)-2-(4-ethoxybenzyl)-1,4,7,10-tetraazacyclododecane-1,4,7-triyl]triacetate